N-(4-methoxyphenyl)-9,9-dimethyl-9H-fluoren-2-amine COC1=CC=C(C=C1)NC1=CC=2C(C3=CC=CC=C3C2C=C1)(C)C